C(CCCCCCCCCCCCCCCCCC)OCC(CN(C1=CC=C(C=C1)O)CC(COCCCCCCCCCCCCCCCCCCC)O)O 4-[bis(3-nonadecyloxy-2-hydroxy-propyl)amino]phenol